6-((3-methylbenzyl)oxy)-N-(prop-2-yn-1-yl)-1,2,3,4-tetrahydronaphthalen-1-amine CC=1C=C(COC=2C=C3CCCC(C3=CC2)NCC#C)C=CC1